FC(S(=O)(=O)[CH2-])(F)F (TrifluoromethaneSulfonyl)METHANIDE